(1s,4s)-4-(8-(3-chloro-2,5-difluorophenylamino)-2-((1R,3r)-3-hydroxycyclobutylamino)-9H-purin-9-yl)cyclohexanecarboxamide ClC=1C(=C(C=C(C1)F)NC=1N(C2=NC(=NC=C2N1)NC1CC(C1)O)C1CCC(CC1)C(=O)N)F